3-((1-mercaptobutan-2-yl)thio)-2-((1-mercaptobutan-2-yl)thio)propane-1-thiol SCC(CC)SCC(CS)SC(CS)CC